Cl.CNC1CC2=C(OC1)C=C(S2)C(F)(F)F N-methyl-2-(trifluoromethyl)-6,7-dihydro-5H-thieno[3,2-b]pyran-6-amine hydrochloride